6-((4-(1-(2-fluoro-2-methylpropyl)piperidin-4-yl)-1H-1,2,3-triazol-1-yl)methyl)nicotinic acid hydrazide FC(CN1CCC(CC1)C=1N=NN(C1)CC1=NC=C(C(=O)NN)C=C1)(C)C